((3-(3-chlorophenyl)-3,8-dimethyl-1,5-dioxo-1,2,3,5-tetrahydroimidazo[1,5-a]pyridin-6-yl)amino)-6-((2,4-dimethoxybenzyl)amino)nicotinic acid ClC=1C=C(C=CC1)C1(NC(C=2N1C(C(=CC2C)NC2=C(C(=O)O)C=CC(=N2)NCC2=C(C=C(C=C2)OC)OC)=O)=O)C